BrC1=CC=2C3=CC=C(C(NS(C=4C(=C(C=C(C(OCCOC2C=C1)=O)C4)Cl)O)(=O)=O)=C3)OC 4-bromo-15-chloro-16-hydroxy-21-methoxy-18,18-dioxo-8,11-dioxa-18λ6-thia-19-azatetracyclo[18.3.1.113,17.02,7]pentacosa-1(23),2(7),3,5,13,15,17(25),20(24),21-nonaen-12-one